CC1=NC(=CC(=C1)C=1C(=NN(C1C(=O)O)C=1SC(=C(N1)C1=CC=C(C=C1)C(F)(F)F)SC(C)C)C)C 4-(2,6-dimethylpyridin-4-yl)-1-(5-(isopropylsulfanyl)-4-(4-(trifluoromethyl)phenyl)thiazol-2-yl)-3-methyl-1H-pyrazole-5-carboxylic acid